P(=O)(O)(O)O.C(C)(C)C=1C(=C(C=CC1)C(C)C)C(C)C Triisopropylbenzene phosphate